(E)-1-propan-2-yloxyprop-1-ene CC(C)O\C=C\C